BrC1=CC(=CC2=C1SC(=C2)C(=O)OC)OC methyl 7-bromo-5-methoxybenzo[b]thiophene-2-carboxylate